(R)-1-{2-chloro-5-{4-[(tetrahydrofuran-3-yl)oxy]benzoyl}phenyl}-3-(4-methoxyphenyl)urea ClC1=C(C=C(C=C1)C(C1=CC=C(C=C1)O[C@H]1COCC1)=O)NC(=O)NC1=CC=C(C=C1)OC